BrC1=CC(=CC(=C1)OCC)Br 1,3-dibromo-5-ethoxybenzene